N1=C(C=CC(=C1)OC1C(CN)(C=CC=C1)C)C1=NC=CC=C1 L-2-(2,2'-bipyridine-5-oxy)-1-methylbenzylamine